FC(C1N(CCCC1)C1=CC(=CC(N1)=O)C1=C2C(=NC=C1)NC(=C2)C=2C=NC(=CC2)C(F)(F)F)(F)F 6-[2-(Trifluoromethyl)-1-piperidyl]-4-[2-[6-(trifluoromethyl)-3-pyridyl]-1H-pyrrolo[2,3-b]pyridin-4-yl]-1H-pyridin-2-one